CNC=1N=C(C(=NC1C=1C2=C(C=NC1)N(C=N2)C)C(=O)OC)NC=2C=NC(=C(C2)C)N2C[C@@H](OCC2)C Methyl 5-(methylamino)-6-(3-methylimidazo[4,5-c]pyridin-7-yl)-3-[[5-methyl-6-[(2S)-2-methylmorpholin-4-yl]-3-pyridyl]amino]pyrazine-2-carboxylate